tert-butyl (R)-3-((6-(6-(1,1-dioxidoisothiazolidin-2-yl)-7-methoxyimidazo[1,2-b]pyridazin-3-yl)-3,5-difluoropyridin-2-yl)amino)piperidine-1-carboxylate O=S1(N(CCC1)C=1C(=CC=2N(N1)C(=CN2)C2=C(C=C(C(=N2)N[C@H]2CN(CCC2)C(=O)OC(C)(C)C)F)F)OC)=O